biphenylyl(dimethylfluorenyl)Phenyl[biphenylyl(dimethylfluorenyl)triazinyl]benzoselenophene C1(=C(C=CC=C1)C=1C=CC2=C(C(=C([Se]2)C2=NN=NC(=C2C2=C(C(=CC=3C4=CC=CC=C4CC23)C)C)C2=C(C=CC=C2)C2=CC=CC=C2)C2=CC=CC=C2)C1C1=C(C(=CC=2C3=CC=CC=C3CC12)C)C)C1=CC=CC=C1